C[Si](C1=C(C(=C(C(=C1F)F)[Ga])F)F)(C(C)(C)C)C (4-[dimethyl-(tert-butyl)silyl]tetrafluorophenyl)gallium